C(C)(C)(C)OC(=O)N1CCCC2=CC=C(N=C12)CCCC=O.BrC1=C(C(=C(C=C1)Br)C=COC)F 1,4-dibromo-2-fluoro-3-(2-methoxyvinyl)benzene tert-butyl-7-(4-oxobutyl)-3,4-dihydro-2H-1,8-naphthyridine-1-carboxylate